2-methyl-5-(piperazin-1-yl)-2H-pyrazolo[3,4-b]pyridine CN1N=C2N=CC(=CC2=C1)N1CCNCC1